copper-lead-antimony [Sb].[Pb].[Cu]